Tetrahydropyran-4-yl-carboxylic acid O1CCC(CC1)C(=O)O